ethyl 2-(6-chloropyridin-3-yl)acetate ClC1=CC=C(C=N1)CC(=O)OCC